[2H]C(N1N=NC(=C1)C1=CC2=C(N(C(=N2)N)C)C=C1)(C1=C(C=C(C=C1)C=1OC(=NN1)C(F)F)F)[2H] 5-[1-[Dideuterio-[4-[5-(difluoromethyl)-1,3,4-oxadiazol-2-yl]-2-fluorophenyl]methyl]triazol-4-yl]-1-methylbenzimidazol-2-amine